BrC=1C2=C(C(N(C1)C1=CC=C(C=C1)OC(F)(F)F)=O)NC=C2 4-bromo-6-(4-(trifluoromethoxy)phenyl)-1H-pyrrolo[2,3-c]Pyridin-7(6H)-one